C1(CC1)C=1C=C(C=C(C1)C1=C(C=C(C=C1)F)C1=NN=CN1C)C=1OC2=C(N1)C=C(C=C2F)CNCC(C)(O)C 1-(((2-(5-cyclopropyl-4'-fluoro-2'-(4-methyl-4H-1,2,4-triazol-3-yl)-[1,1'-biphenyl]-3-yl)-7-fluorobenzo[d]oxazol-5-yl)methyl)amino)-2-methylpropan-2-ol